4-(Chlorophenyl)butyl-diethyl-heptylammonium ClC1=C(C=CC=C1)CCCC[N+](CCCCCCC)(CC)CC